BrC1=C(C(=CC=2NC=NC21)NC2=NC=C(C=N2)C#N)F (4-bromo-5-fluoro-1H-benzo[d]imidazol-6-ylamino)pyrimidine-5-carbonitrile